C(#N)CN1C(=NC2=C(C=C(C=C2C1=O)C)C(C)NC1=C(C(=O)O)C=CC=C1)N1CCOCC1 2-[1-[3-(cyanomethyl)-6-methyl-2-morpholino-4-oxo-quinazolin-8-yl]ethylamino]benzoic acid